COC(C1=CC(=C(C(=C1)Br)Br)N)=O 3-amino-4,5-dibromobenzoic acid methyl ester